4-(((tert-butyldimethylsilyl)oxy)methyl)-2-fluoropyridine [Si](C)(C)(C(C)(C)C)OCC1=CC(=NC=C1)F